[Cl-].[Cl-].C[SiH](C)[Ti+2](C1C=C(C2=CC=CC=C12)C=1NC=CC1)NC(C)(C)C Dimethylsilyl-(N-t-butylamino)(3-pyrrolylindenyl)titanium dichloride